C1(CCCC1)C1=CC(=NN1)NC1=NC(=CC(=N1)C)C N-(5-cyclopentyl-1H-pyrazol-3-yl)-4,6-dimethylpyrimidin-2-amine